N-(6-(2-Azabicyclo[3.1.0]hexan-2-yl)-2,2-dimethyl-2,3-dihydrobenzo-furan-5-yl)pyrazolo[1,5-a]pyrimidine-3-carboxamide C12N(CCC2C1)C1=CC2=C(CC(O2)(C)C)C=C1NC(=O)C=1C=NN2C1N=CC=C2